(S)-8-(cyclopentylmethoxy)-5-(2-((5,6-diethyl-2,3-dihydro-1H-inden-2-yl)amino)-1-hydroxyethyl)quinolin-2(1H)-one C1(CCCC1)COC=1C=CC(=C2C=CC(NC12)=O)[C@@H](CNC1CC2=CC(=C(C=C2C1)CC)CC)O